6-(2,4-difluoro-phenoxy)-2-(3-hydroxy-1(S),3-dimethyl-butylamino)-8-methyl-8H-pyrido[2,3-d]pyrimidin-7-one FC1=C(OC2=CC3=C(N=C(N=C3)N[C@H](CC(C)(C)O)C)N(C2=O)C)C=CC(=C1)F